ethyl-ethaniminium C(C)C(C)=[NH2+]